bis(pentafluorophenyl)trimethylsilylmethane FC1=C(C(=C(C(=C1C([Si](C)(C)C)C1=C(C(=C(C(=C1F)F)F)F)F)F)F)F)F